4-methylcyclohexanone CC1CCC(CC1)=O